methyl 3-(9-((4-(aminomethyl)-2-(4-ethoxy-4-oxobutoxy)phenyl)carbamoyl)-4,5-dihydrobenzo[b]thieno[2,3-d]oxepin-8-yl)-6-(propylcarbamoyl)picolinate NCC1=CC(=C(C=C1)NC(=O)C1=CC2=C(OCCC3=C2SC=C3)C=C1C=1C(=NC(=CC1)C(NCCC)=O)C(=O)OC)OCCCC(=O)OCC